C1(=CC=CC=C1)C(C1=CC=CC=C1)=NC(CNCCCCC)C1=CC=C(C=C1)F N-(2-((diphenylmethylene)amino)-2-(4-fluorophenyl)ethyl)pentan-1-amine